C(C)(C)(C)OC(=O)NCCC[C@H](N)C(=O)O N5-t-butoxycarbonyl-L-ornithine